C(=C\C1=CC=C(C=C1S(=O)(=O)[O-])NC(=O)OC1=CC=CC=C1)/C1=CC=C(C=C1S(=O)(=O)[O-])NC(=O)OC1=CC=CC=C1.[Na+].[Na+] sodium (E)-6,6'-(ethene-1,2-diyl)bis(3-((phenoxycarbonyl) amino) benzenesulfonate)